ClC=1C=C(C=C(C1C(=O)N1COC2=C(C1)C=CC=C2C2=C(C=C(C(=C2)N2C1COCC2CC1)C(=O)OC)F)Cl)B(O)O [3,5-dichloro-4-[8-[2-fluoro-4-methoxycarbonyl-5-(3-oxa-8-azabicyclo[3.2.1]oct-8-yl)phenyl]-2,4-dihydro-1,3-benzoxazine-3-carbonyl]phenyl]boronic acid